3-hydroxypyridine nitrogen [N].OC=1C=NC=CC1